3-(5-Formylfuran-3-yl)-1-Boc-1H-indole C(=O)C1=CC(=CO1)C1=CN(C2=CC=CC=C12)C(=O)OC(C)(C)C